ClC1=CC2=C(N=C(N=C2)NC2CCN(CC2)C(=O)OC(C)(C)C)N(C1=O)C(C)C tert-butyl 4-[(6-chloro-8-isopropyl-7-oxo-pyrido[2,3-d]pyrimidin-2-yl)amino]piperidine-1-carboxylate